FC1(CCC(CC1)/C=C/C1=NN(C2=NC=C(C=C21)NC(C=C)=O)C(C)C)F (E)-N-(3-(2-(4,4-Difluorocyclohexyl)vinyl)-1-isopropyl-1H-pyrazolo[3,4-b]pyridin-5-yl)acrylamide